C(#N)C1=C(C=CC(=C1)F)N1CC2(C1)CC(C2)OC=2C=CC(=NC2C(=O)NC2C(N(CC2)C)=O)C=2C(=NC=CC2)OCC 5-((2-(2-cyano-4-fluorophenyl)-2-azaspiro[3.3]heptan-6-yl)oxy)-2'-ethoxy-N-(1-methyl-2-oxopyrrolidin-3-yl)-[2,3'-bipyridine]-6-carboxamide